4-(2-(((S)-((S)-7-(1-methyl-1H-pyrazol-4-yl)-2-oxo-1,2,3,4-tetrahydropyrido[2,3-b]pyrazin-3-yl)(phenyl)methyl)amino)ethyl)benzonitrile dihydrochloride Cl.Cl.CN1N=CC(=C1)C1=CC2=C(N[C@H](C(N2)=O)[C@H](C2=CC=CC=C2)NCCC2=CC=C(C#N)C=C2)N=C1